benzyl-glycidyl-L-phenylalanine C(C1=CC=CC=C1)N([C@@H](CC1=CC=CC=C1)C(=O)O)CC1CO1